FS(=O)(=O)NC1=C(C=C(C(=O)OC)C=C1)OC methyl 4-((fluorosulfonyl)amino)-3-methoxybenzoate